(1R,3R)-2,2-dimethyl-3-((6-((2-methyl-6-(trifluoromethyl)pyridin-3-yl)sulfonyl)-2,6-diazaspiro[3.3]heptan-2-yl)methyl)cyclopropane-1-carbonitrile CC1([C@@H]([C@H]1CN1CC2(C1)CN(C2)S(=O)(=O)C=2C(=NC(=CC2)C(F)(F)F)C)C#N)C